N-{1-[(1-fluorocyclobutyl)methyl]-1H-pyrazol-4-yl}-2-(1H-pyrazol-4-yl)-1,3-thiazole-4-carboxamide FC1(CCC1)CN1N=CC(=C1)NC(=O)C=1N=C(SC1)C=1C=NNC1